C(CCC)C1=NC(CN1)(CCF)CCF 2-butyl-5,5-bis(2-fluoroethyl)-3,5-dihydro-4H-imidazol